aluminum hydroxy hexanoate C(CCCCC)(=O)OO.[Al]